4-methoxymandelic acid 4-hydroxyphenyl-propanoate OC1=CC=C(C=C1)OC(CC)=O.COC1=CC=C(C(C(=O)O)O)C=C1